CC1=C(CNC=2C=3N(C=C(C2)NC(CO)=O)C(=C(N3)C)C)C(=CC=C1)C N-(8-((2,6-dimethylbenzyl)amino)-2,3-dimethylimidazo[1,2-a]pyridin-6-yl)-2-hydroxyacetamide